4-Butoxyphenyl-diphenyl-sulfonium tetrafluoroborate F[B-](F)(F)F.C(CCC)OC1=CC=C(C=C1)[S+](C1=CC=CC=C1)C1=CC=CC=C1